BrC1=CC=C(C=C1)[C@H]1[C@@H]([C@@H]2CO[C@@H]([C@@H]12)C)C1=CC=C(C=C1)OC (1S,2R,5S,6S,7S)-7-(4-bromophenyl)-6-(4-methoxyphenyl)-2-methyl-3-oxabicyclo[3.2.0]heptane